tert-butyl (S)-10-((6-oxo-4-phenylpyrimidin-1(6H)-yl)methyl)-7-azaspiro[4.5]decane-7-carboxylate O=C1C=C(N=CN1C[C@H]1CCN(CC12CCCC2)C(=O)OC(C)(C)C)C2=CC=CC=C2